FC=1C(=NC(=NC1)NC1=CC(=C(C=C1)N1CCN(CC1)C)F)NC1=C(C(=O)NN)C=CC=C1 2-((5-fluoro-2-((3-fluoro-4-(4-methylpiperazin-1-yl)phenyl)amino)pyrimidin-4-yl)amino)benzoyl-hydrazine